C(C)(C)(C)OC(=O)N1CC(C(CC1)(O)CN1C=C(C(=CC1=O)Cl)C(=O)OCC)(C)C ethyl 1-((1-(tert-butoxycarbonyl)-4-hydroxy-3,3-dimethylpiperidin-4-yl) methyl)-4-chloro-6-oxo-1,6-dihydropyridine-3-carboxylate